tert-butyl ((S)-(((R)-1-(4-amino-2-(ethoxymethyl)-1H-imidazo[4,5-c]quinolin-1-yl) propan-2-yl) oxy) (phenoxy) phosphoryl)-L-alaninate NC1=NC=2C=CC=CC2C2=C1N=C(N2C[C@@H](C)O[P@](=O)(OC2=CC=CC=C2)N[C@@H](C)C(=O)OC(C)(C)C)COCC